O1C=C(C2=C1C=CC=C2)CC(NS(=O)(=O)CC=2C=C1COC3(C1=CC2)COCC3)B(O)O 2-(benzofuran-3-yl)-1-((4,5-dihydro-2H,3'H-spiro[furan-3,1'-isobenzofuran]-5'-yl)methylsulfonamido)ethylboronic acid